ClC1=CC(=C(O[C@H](C(=O)OC(C)(C)C)C)C=C1)C1=NOCC1OCC tert-butyl (2S)-2-[4-chloro-2-(4-ethoxy-4,5-dihydroisoxazol-3-yl)phenoxy]propanoate